2-((methoxycarbonyl)amino)-1H-benzol COC(=O)NC1CC=CC=C1